C1=CC=C2C(=C1)C(=O)C=C(N2)F fluoroquinolin-4-ol